4-methyl-1-((2-(trimethylsilyl)ethoxy)methyl)-1H-pyrazole-3-carboxamide CC=1C(=NN(C1)COCC[Si](C)(C)C)C(=O)N